1-[3-(4-Chloro-phenyl)-adamantan-1-yl]-ethylamine ClC1=CC=C(C=C1)C12CC3(CC(CC(C1)C3)C2)C(C)N